1-(1-(((4-((1R,5S)-3,8-diaza-bicyclo[3.2.1]octan-8-yl)-7-(8-chloronaphthalen-1-yl)-8-fluoroquinazolin-2-yl)-oxy)methyl)cyclopropyl)-N,N-dimethylmethanamine [C@H]12CNC[C@H](CC1)N2C2=NC(=NC1=C(C(=CC=C21)C2=CC=CC1=CC=CC(=C21)Cl)F)OCC2(CC2)CN(C)C